1-(3-(1H-pyrazol-5-yl)-2-((((CIS)-4-(2,3,6-trifluorophenyl)cyclohexyl)oxy)methyl)-piperidin-1-yl)-2-hydroxyethan-1-one N1N=CC=C1C1C(N(CCC1)C(CO)=O)CO[C@@H]1CC[C@@H](CC1)C1=C(C(=CC=C1F)F)F